C(CCC)[C@@H]1C([C@H]1C=1C(CCC1C)=O)(C)C (+)-trans-2-(3-butyl-2,2-dimethylcyclopropyl)-3-methylcyclopent-2-en-1-one